FC1=CC(=CC2C1=NC(O2)C)NC(=O)C2=CC=C(C=1C=C(OC12)C)N1CCNCC1 N-(4-fluoro-2-methyl-2,7a-dihydro-1,3-benzoxazol-6-yl)-2-methyl-4-(piperazin-1-yl)-1-benzofuran-7-carboxamide